(R)-5-(3-(2-hydroxy-6-methyl-4-(trifluoromethyl)phenyl)-5,6-dihydro-7H-pyrrolo[2,3-c]pyridazin-7-yl)-1-methylpiperidin-2-one OC1=C(C(=CC(=C1)C(F)(F)F)C)C1=CC2=C(N=N1)N(CC2)[C@@H]2CCC(N(C2)C)=O